NCCCC(P(O)(=O)O)(P(O)(=O)O)O 4-amino-1-hydroxybutane-1,1-diphosphonic acid